2-(2-((5-(3-(2H-tetrazol-5-yl)phenyl)-1-isopropyl-1H-indazol-3-yl)methoxy)phenyl)acetic acid N=1NN=NC1C=1C=C(C=CC1)C=1C=C2C(=NN(C2=CC1)C(C)C)COC1=C(C=CC=C1)CC(=O)O